FC1=CC=C(C(C(=O)O)=C1)C(=O)O 5-fluorophthalic acid